3-Chloro-5-(ethylsulfonyl)pyridine ClC=1C=NC=C(C1)S(=O)(=O)CC